2-((6-amino-9H-purin-9-yl)methyl)-6-bromo-3-(2-fluorophenyl)-4H-chromen-4-one NC1=C2N=CN(C2=NC=N1)CC=1OC2=CC=C(C=C2C(C1C1=C(C=CC=C1)F)=O)Br